(S)-1-(1-((tert-butyldimethylsilyl)oxy)propan-2-yl)-3-ethoxy-4-iodo-5-(iodomethyl)-1H-pyrazole [Si](C)(C)(C(C)(C)C)OC[C@H](C)N1N=C(C(=C1CI)I)OCC